2-bromo-2-(4-chlorophenyl)-1-(5-fluoro-6-(trifluoromethyl)indolin-1-yl)ethanone BrC(C(=O)N1CCC2=CC(=C(C=C12)C(F)(F)F)F)C1=CC=C(C=C1)Cl